1-(2-hydroxyethyl)-1H-pyrrole-2,5-dione OCCN1C(C=CC1=O)=O